(E)-L-proline N1[C@@H](CCC1)C(=O)O